C(CCC)[NH3+] Monobutylammonium